Tert-Butyl 4-acetonylidenepiperidine-1-carboxylate C(C(=O)C)=C1CCN(CC1)C(=O)OC(C)(C)C